FC(CC1(CC1)NC(O[C@H]1C[C@H](CC1)C1=CC(=NN1)NC(=O)C=1C=NC(=CC1)C)=O)(F)F (1R,3S)-3-(3-{[(6-meth-ylpyridin-3-yl)carbonyl]-amino}-1H-pyrazol-5-yl)-cyclopentyl [1-(2,2,2-trifluoroethyl)cycloprop-yl]carbamate